6-(acryloxyhexyloxy)biphenyl-nitrile C(C=C)(=O)OCCCCCCOC=1C=CC=C(C1C1=CC=CC=C1)C#N